1-(2,6-Dihydroxyphenyl)propan-1-one tert-butyl-4-(2-(methoxycarbonyl)phenyl)-3,6-dihydropyridine-1(2H)-carboxylate C(C)(C)(C)OC(=O)N1CCC(=CC1)C1=C(C=CC=C1)C(=O)OC.OC1=C(C(=CC=C1)O)C(CC)=O